(2R,3S,4R,5R)-2-((R)-bicyclo[4.2.0]octa-1(6),2,4-trien-3-yl(hydroxy)methyl)-5-(4-(fluoromethyl)-7H-pyrrolo[2,3-d]pyrimidin-7-yl)tetrahydrofuran-3,4-diol C1=2C=C(C=CC2CC1)[C@H]([C@H]1O[C@H]([C@@H]([C@@H]1O)O)N1C=CC2=C1N=CN=C2CF)O